N1(CCNCCC1)C1=CC=C(C=C1)[C@H](C)NC(CCC1=NC=2C(=NC=CC2)N1CC1=CC=C(C=C1)OC(F)(F)F)=O N-[(S)-1-(4-[1,4]Diazepan-1-yl-phenyl)-ethyl]-3-[3-(4-trifluoromethoxy-benzyl)-3H-imidazo[4,5-b]pyridin-2-yl]-propionamide